1-(9Z-nonadecenoyl)-2-heptadecanoyl-glycero-3-phosphoserine CCCCCCCCCCCCCCCCC(=O)O[C@H](COC(=O)CCCCCCC/C=C\CCCCCCCCC)COP(=O)(O)OC[C@@H](C(=O)O)N